C(C)(C)(C)OC(=O)N1[C@@H](C[C@@H](C1)C1=CC=CC=C1)C(NC(C(C(=O)N)O)C(C)C)=O (2S,4R)-2-((1-amino-2-hydroxy-4-methyl-1-oxopent-3-yl)carbamoyl)-4-phenylpyrrolidine-1-carboxylic acid tert-butyl ester